(4R)-N-[2-chloro-3-(4,4,5,5-tetramethyl-1,3,2-dioxaborolan-2-yl)phenyl]-4-[(3S)-3-hydroxypyrrolidin-1-yl]-4,5,6,7-tetrahydropyrazolo[1,5-a]pyridine-2-carboxamide ClC1=C(C=CC=C1B1OC(C(O1)(C)C)(C)C)NC(=O)C1=NN2C([C@@H](CCC2)N2C[C@H](CC2)O)=C1